methyl-N-{[4-(1-methyl-1H-imidazol-2-yl)-2,5-dioxoimidazolidin-4-yl]methyl}-4'-(trifluoromethyl)[biphenyl]-2-carboxamide CC1=C(C(=CC=C1)C1=CC=C(C=C1)C(F)(F)F)C(=O)NCC1(NC(NC1=O)=O)C=1N(C=CN1)C